((R)-6-(3-isopropylphenyl)-2-azaspiro[3.4]octan-2-yl)methanone C(C)(C)C=1C=C(C=CC1)[C@H]1CC2(CN(C2)C=O)CC1